5-fluoro-N-(5-((4-isopropylpiperazin-1-yl)methyl)pyridin-2-yl)-4-(2-methylbenzothiazol-6-yl)pyrimidin-2-amine FC=1C(=NC(=NC1)NC1=NC=C(C=C1)CN1CCN(CC1)C(C)C)C1=CC2=C(N=C(S2)C)C=C1